N1=CC(=CC=C1)NC(=O)Cl pyridin-3-yl-carbamoyl chloride